N,N-dimethyl-4-ethylaniline CCC1=CC=C(C=C1)N(C)C